O=C1C(=C2N(N1C1=CC=CC=C1)CCC2)C(=O)N 2-oxo-1-phenyl-2,4,5,6-tetrahydro-1H-pyrrolo[1,2-b]Pyrazole-3-carboxamide